C(C)C1=C(C(=O)[O-])C=CC(=C1)N(C)C 2-ethyl-4-(dimethylamino)benzoate